C(C)C=1SC(=C(N1)C1=CC=CC=C1)OC1=CC(=NC=C1)NC1=NC=C(C(=O)O)C=C1.C(C)C=1SC(=C(N1)C1=CC=CC=C1)OC1=CC(=NC=C1)NC1=NC=C(C(=O)O)C=C1 6-((4-((2-ethyl-4-phenylthiazol-5-yl)oxy)pyridin-2-yl)amino)nicotinate (6-((4-((2-ethyl 4-phenylthiazol-5-yl)oxy)pyridin-2-yl)amino)nicotinate)